Monoethyl Ketone C(C)C(=O)CC